CC1=C(C=C2C=C(N=CC2=C1)NC(=O)[C@@H]1[C@@H]2CCOC[C@@H]12)N1CCN(CC1)[C@@]1(COCC1)C (1R,6R,7R)-N-(7-methyl-6-(4-((S)-3-methyltetrahydrofuran-3-yl)piperazin-1-yl)isoquinolin-3-yl)-3-oxabicyclo[4.1.0]heptane-7-carboxamide